(1R,2R)-1-((tert-Butoxycarbonyl)amino)-2-(2-morpholinoethyl)cyclopropanecarboxylic acid methyl ester COC(=O)[C@@]1([C@@H](C1)CCN1CCOCC1)NC(=O)OC(C)(C)C